C(C)(=O)OC(CC1=CC(=C(C=C1)OC1=C(C=C(C=C1)F)F)C1=CN(C(C(=C1OC)I)=O)C)C (4-(2,4-difluorophenoxy)-3-(5-iodo-4-methoxy-1-methyl-6-oxo-1,6-dihydropyridin-3-yl)phenyl)propan-2-ol acetate